1,3-dimethyl-pentylamine CC(CC(CC)C)N